ClC1=C(C=C2C(=N1)CCC2)C(=O)NC(C)CCC2=CC=CC=C2 2-chloro-N-(4-phenylbutan-2-yl)-6,7-dihydro-5H-cyclopenta[b]pyridine-3-carboxamide